2-(4-chlorophenoxy)-N-(1-(4-(4-chlorophenyl)butanoyl)-3-fluoropiperidin-4-yl)acetamide ClC1=CC=C(OCC(=O)NC2C(CN(CC2)C(CCCC2=CC=C(C=C2)Cl)=O)F)C=C1